1-cyclopropyl-5-((2S,6R)-6-methyl-4-((4-nitrophenyl)sulfonyl)morpholin-2-yl)pyridine-2(1H)-one C1(CC1)N1C(C=CC(=C1)[C@H]1CN(C[C@H](O1)C)S(=O)(=O)C1=CC=C(C=C1)[N+](=O)[O-])=O